C(C1=CC=CC=C1)OC(=O)N1CCC(CC1)CN1C(=NC2=C1C(=CC(=C2)C(=O)OC)OC)C2=CC=1C(=NC=CC1)N2CC2CC2 methyl 1-((1-((benzyloxy) carbonyl) piperidin-4-yl) methyl)-2-(1-(cyclopropylmethyl)-1H-pyrrolo[2,3-b]pyridin-2-yl)-7-methoxy-1H-benzo[d]imidazole-5-carboxylate